N=1N=CN(C1)[C@@H]1CN(CC1)C(=O)N1CC(C1)C1=CC=C(C=C1)N1CC(C1)C(F)(F)F [(3S)-3-(1,2,4-Triazol-4-yl)pyrrolidin-1-yl]-[3-[4-[3-(trifluoromethyl)azetidin-1-yl]phenyl]azetidin-1-yl]methanone